amino-(5R)-[N'-(3,3-difluorocyclobutyl)carbonylhydrazinecarbonyl]-piperidine NC1N(CCCC1)C(=O)NNC(=O)C1CC(C1)(F)F